C(C)(C)NC1=NC=C2N=C(N(C2=N1)C1CCNCC1)NC1=CC(=CC=C1)C(F)(F)F N2-isopropyl-9-(piperidin-4-yl)-N8-(3-(trifluoromethyl)phenyl)-9H-purine-2,8-diamine